2-(Cyclopropylmethoxy)-4-(difluoromethyl)-6-hydroxybenzoic acid C1(CC1)COC1=C(C(=O)O)C(=CC(=C1)C(F)F)O